C(/C1=CC=CC=C1)=C\1/CC(OC(C1(C)C)C1=CC=C(C=C1)Br)=O (E)-4-benzylidene-6-(4-bromophenyl)-5,5-dimethyltetrahydro-2H-pyran-2-one